(2-(difluoromethylene)hexahydro-1H-pyrrolizin-7a-yl)methanol tert-butyl-(2R)-2-amino-3-[[(2R)-2-amino-3-(tert-butoxy)-3-oxopropyl]disulfanyl]propanoate C(C)(C)(C)[C@@](C(=O)OCC12CCCN2CC(C1)=C(F)F)(CSSC[C@@H](C(=O)OC(C)(C)C)N)N